(R)-6-chloro-5-fluoro-1'-(3-((R)-1-(4-methyl-1H-benzo[d]imidazol-6-yl)propyl)-1H-1,2,4-triazole-5-carbonyl)spiro[benzo[d][1,3]oxazin-4,3'-piperidine]-2(1H)-one ClC1=C(C2=C(NC(O[C@@]23CN(CCC3)C(=O)C3=NC(=NN3)[C@H](CC)C=3C=C(C2=C(NC=N2)C3)C)=O)C=C1)F